P(=O)(OCC=O)(OC(C)(C)C)OC(C)(C)C 2-oxoethyl di-tert-butyl phosphate